COC=1C=C(C=C(C1)OC)NC1=NC=CC(=N1)C1=NN(C(=C1)C(=O)N[C@H](CN(C)C)C)C 3-{2-[(3,5-dimethoxyphenyl)amino]pyrimidin-4-yl}-N-[(2S)-1-(dimethylamino)propan-2-yl]-1-methyl-1H-pyrazole-5-carboxamide